1-(2-((4-chlorophenyl)ethynyl)phenyl)prop-2-en-1-one ClC1=CC=C(C=C1)C#CC1=C(C=CC=C1)C(C=C)=O